C1C(CCCCCCCCC)O1 1-Undecen oxid